4,5-Dibromo-1-(tert-butyl)-1H-1,2,3-triazole BrC=1N=NN(C1Br)C(C)(C)C